4-(7-(2-fluorophenyl)imidazo[5,1-b]thiazol-5-yl)benzoic acid FC1=C(C=CC=C1)C=1N=C(N2C1SC=C2)C2=CC=C(C(=O)O)C=C2